N[C@@H]1CN(CC1)C(CNC(C1=C(C=C(C=C1)NC=1C=2N(C=CN1)C(=CN2)C=2C(=NNC2)C(F)(F)F)Cl)=O)=O N-[2-[(3S)-3-aminopyrrolidin-1-yl]-2-oxoethyl]-2-chloro-4-[[3-[3-(trifluoromethyl)-1H-pyrazol-4-yl]imidazo[1,2-a]pyrazin-8-yl]amino]benzamide